1-(cis-4-isopropylcyclohexyl)-7-methyl-1,2-dihydro-3H-spiro[isoquinoline-4,4-piperidin]-3-one C(C)(C)[C@H]1CC[C@H](CC1)C1NC(C2(CCNCC2)C2=CC=C(C=C12)C)=O